3,5-dimethylnon-4-en-1-ol CC(CCO)C=C(CCCC)C